C12(CCC(CC1)CC2)N2N=C1C=CC(=C(C1=C2)Br)[N+](=O)[O-] 2-(bicyclo[2.2.2]oct-1-yl)-4-bromo-5-nitroindazole